CCCCCC hexa-an